O1C(=NC2=C1C=CC=C2)NC=2OC1=C(N2)C=CC(=C1)C(=O)OC methyl 2-(1,3-benzoxazol-2-ylamino)-1,3-benzoxazole-6-carboxylate